3-{8-chloroimidazo[1,5-a]pyridin-6-yl}-3-hydroxyazetidine-1-carboxylic acid tert-butyl ester C(C)(C)(C)OC(=O)N1CC(C1)(O)C=1C=C(C=2N(C1)C=NC2)Cl